2-((4-cyclopropylbenzyl)oxy)-3-methoxy-5-((2-(1-methyl-1H-pyrazol-4-yl)pyridin-4-yl)methyl)pyridine C1(CC1)C1=CC=C(COC2=NC=C(C=C2OC)CC2=CC(=NC=C2)C=2C=NN(C2)C)C=C1